C(C)OC(C=C1C(CN(CC1)C(=O)OC(C)(C)C)OC)=O tert-butyl 4-(2-ethoxy-2-oxoethylidene)-3-methoxypiperidine-1-carboxylate